N,N'-ethylenebis-12-hydroxystearamide CCCCCCC(CCCCCCCCCCC(=O)NCCNC(=O)CCCCCCCCCCC(CCCCCC)O)O